C=CC1=CC=C(C=C1)CC2=C3C(=CC=C2)C4=CC=CC=C4N3 4-vinylbenzyl-carbazole